CC1(OC=2C=C(C=CC2C2N3N(CC=C21)C(N(C3=O)C3=CC=C(C(=O)O)C=C3)=O)N3CCCC3)C 4-(7,7-dimethyl-1,3-dioxo-10-(pyrrolidin-1-yl)-5,12b-dihydro-1H,7H-chromeno[4,3-c][1,2,4]triazolo[1,2-a]pyridazin-2(3H)-yl)benzoic acid